N-[(3-Fluorophenyl)-methyl]-4-methyl-6-morpholin-4-yl-2-propyl-pyridine-3-carboxylic acid amide FC=1C=C(C=CC1)CNC(=O)C=1C(=NC(=CC1C)N1CCOCC1)CCC